BrC=1C=C(CN2CCSCC2)C=CC1 4-(3-bromobenzyl)thiomorpholine